(1S,4S)-N-phenyl-2-thia-5-azabicyclo[2.2.1]heptane-5-carboxamide C1(=CC=CC=C1)NC(=O)N1[C@@H]2CS[C@H](C1)C2